4-[4-[tert-butyl-(dimethyl)silyl]oxyanilino]-1,5-dimethyl-pyrrole-2-carbonitrile C(C)(C)(C)[Si](OC1=CC=C(NC=2C=C(N(C2C)C)C#N)C=C1)(C)C